Ethylmethoxyethylpiperidine C(C)C1N(CCCC1)CCOC